OC1CCN(CC1)CC=1N=C(SC1)NC(=O)C1=C(OC(=C1)C1=CC(=CC=C1)OC)C N-(4-((4-hydroxypiperidin-1-yl)methyl)thiazol-2-yl)-5-(3-methoxyphenyl)-2-methylfuran-3-carboxamide